(S)-3-((3-bromo-6-chloropyridazin-4-yl)amino)butan-1-ol BrC=1N=NC(=CC1N[C@H](CCO)C)Cl